Cl.N[C@@H](C)C(=O)N1[C@@H](C[C@H](C1)O)C(=O)N[C@@H](C)C1=CC=C(C=C1)C1=C(N=CS1)C (2S,4R)-1-(L-alanyl)-4-hydroxy-N-((S)-1-(4-(4-methylthiazol-5-yl)phenyl)ethyl)pyrrolidine-2-carboxamide hydrochloride